sodium methylenemalonate C=C(C(=O)[O-])C(=O)[O-].[Na+].[Na+]